CC1=CC=C2C3=NNC4=CC=C(OCCCNC(COC1=C2)=O)C=C34 5-methyl-7,14-dioxa-10,19,20-triazatetracyclo[13.5.2.12,6.018,21]tricosa-1(20),2,4,6(23),15,17,21-heptaen-9-one